(1-methyl-2-oxo-1,2,3,4-tetrahydroquinolin-6-yl)methanesulfonyl chloride CN1C(CCC2=CC(=CC=C12)CS(=O)(=O)Cl)=O